1,3,5-tris[3-(trimethoxysilyl)butyl]-1,3,5-triazine-2,4,6(1H,3H,5H)-trione CO[Si](C(CCN1C(N(C(N(C1=O)CCC(C)[Si](OC)(OC)OC)=O)CCC(C)[Si](OC)(OC)OC)=O)C)(OC)OC